6-bromopyrazolo[5,1-f][1,2,4]triazin-4(3H)-thione BrC1=NN2N=CNC(C2=C1)=S